Nω-propyl-L-arginine C(CC)NC(NCCC[C@H](N)C(=O)O)=N